BrC1=NN2C(C(OCC2)C2=C(C(=C(C=C2)F)F)F)=N1 2-bromo-8-(2,3,4-trifluorophenyl)-6,8-dihydro-5H-[1,2,4]triazolo[5,1-c][1,4]oxazine